NCC(=O)NC(=O)N glycylurea